C1(CC1)COC1=C(C(=C(NC=2C3=C(N=CN2)C=CC(=N3)N3[C@@H]2CN([C@H](C3)C2)C(C=C)=O)C=C1)F)C#C 1-[(1S,4S)-5-[4-[4-(Cyclopropylmethoxy)-3-ethynyl-2-fluoro-anilino]pyrido[3,2-d]pyrimidin-6-yl]-2,5-diazabicyclo[2.2.1]heptan-2-yl]prop-2-en-1-one